(7s,8as)-2-(2-aminopyridin-4-yl)-7-[3-(1,3-benzothiazol-7-yl)propyl]-octahydropyrrolo[1,2-a]pyrazin-6-one NC1=NC=CC(=C1)N1C[C@H]2N(CC1)C([C@H](C2)CCCC2=CC=CC=1N=CSC12)=O